C1(=CC=CC=C1)C1=NC(=NC(=N1)C1=CC=CC=C1)N1C2=CC=CC=C2C2=CC=C3C(=C12)N(C=1C=CC=CC13)C1=CC=C(C=C1)C1=CC=C(C=C1)C1=CC=CC=C1 11-(4,6-diphenyl-1,3,5-triazin-2-yl)-12-(4'-phenyl-1,1'-biphenyl-4-yl)-11H,12H-indolo[2,3-a]carbazole